N[C@@H]1CN(CC[C@H]1O)C(=O)C1=CC2=C(N(C(=N2)C=2N(C3=CC=CC=C3C2)CC)C)C=C1 |r| trans-((+/-)-3-Amino-4-hydroxypiperidin-1-yl)(2-(1-ethyl-1H-indol-2-yl)-1-methyl-1H-benzo[d]imidazol-5-yl)methanon